C(#N)C1=NC2=CC(=CC(=C2N=C1N1CC2C3CCC(C2C1)CC3)[C@@H](C)NC3=C(C(=O)O)C=CC=C3)C 2-(((1R)-1-(2-cyano-7-methyl-3-(octahydro-2H-4,7-ethanoisoindol-2-yl)quinoxalin-5-yl)ethyl)amino)benzoic acid